C12CN(CC(CC1)O2)C(=O)C2=CC1=C(C=N2)C(=NN1CC(F)(F)F)C1=CC(=C(C=C1)Cl)F (8-oxa-3-azabicyclo[3.2.1]octan-3-yl)(3-(4-chloro-3-fluorophenyl)-1-(2,2,2-trifluoroethyl)-1H-pyrazolo[4,3-c]pyridin-6-yl)methanone